ClC=1C(=CC=C2C(CCOC12)=O)OCC1=CC=C(C=C1)OC 8-chloro-7-{(4-methoxybenzyl)oxy}chroman-4-one